2-chloro-5-methoxy-4-((4-(1-methyl-4-(trifluoromethyl)-1H-imidazol-2-yl)bicyclo[2.2.2]octan-1-yl)methoxy)pyrimidine ClC1=NC=C(C(=N1)OCC12CCC(CC1)(CC2)C=2N(C=C(N2)C(F)(F)F)C)OC